ClC1=C(C=CC=C1C1=C(C(=NC=C1)C1=CC(=C(C=C1)CNC1CCC(CC1)O)OC)Cl)C1=CC=C(C(=N1)OC)CNC1CCC(CC1)O (1s,4s)-4-(((6-(2-chloro-3-(3-chloro-2-(4-((((1s,4r)-4-hydroxycyclohexyl)amino)methyl)-3-methoxyphenyl)pyridin-4-yl)phenyl)-2-methoxypyridin-3-yl)methyl)amino)cyclohexan-1-ol